BrC=1C=NN2C1N=C(C=C2C2=CC=C(C=C2)S(=O)(=O)C)N2[C@@H](COCC2)C (R)-4-(3-bromo-7-(4-(methylsulfonyl)phenyl)pyrazolo[1,5-a]pyrimidin-5-yl)-3-methylmorpholine